COC(=O)C=1C(N(N=C(C1)C1=CC=C(C=C1)C(F)F)C=1C=NN(C1)C)=O 6-[4-(difluoromethyl)phenyl]-2-(1-methyl-1H-pyrazol-4-yl)-3-oxo-2,3-dihydropyridazine-4-carboxylic acid methyl ester